C12CNCC2C1 3-AZABICYCLO(3.1.0)HEXAN